BrC=1C=CC=2N(C1)C=NC2C=2N(C=CN2)COCC[Si](C)(C)C 2-[6-bromoimidazo[1,5-a]pyridin-1-yl]-1-[[2-(trimethylsilyl)ethoxy]methyl]imidazole